3-(((3-chloro-4-methylbenzyl)oxy)methyl)cyclobutanol ClC=1C=C(COCC2CC(C2)O)C=CC1C